C(#N)C=1C=C(C=CC1)C1=CC(=NC(=N1)NCCOC)C=1N=NN(C1)CC1=CC=CC(=N1)N1[C@H](CCC1)C(=O)O (R)-1-[6-({4-[6-(m-cyanophenyl)-2-(2-methoxyethylamino)-4-pyrimidinyl]-1H-1,2,3-triazol-1-yl}methyl)-2-pyridinyl]-2-pyrrolidinecarboxylic acid